NC1=C(OC=COC2=C(C=CC=C2)N)C=CC=C1 1,2-bis(2-aminophenoxy)ethaneN